1-(4-chloro-3-(trifluoromethyl)phenyl)-3-(4-((4-oxo-3,4-dihydro-phthalazin-1-yl)amino)phenyl)urea ClC1=C(C=C(C=C1)NC(=O)NC1=CC=C(C=C1)NC1=NNC(C2=CC=CC=C12)=O)C(F)(F)F